FC(OC1=CC=C(C=C1)S(=O)(=O)N1CC2=C(C1)CN(C2)C([C@@H](C2=NC=CC=C2)O)=O)F (R)-1-(5-((4-(difluoromethoxy)phenyl)sulfonyl)-3,4,5,6-tetrahydropyrrolo[3,4-c]pyrrol-2(1H)-yl)-2-hydroxy-2-(pyridin-2-yl)ethan-1-one